6'-(((1S,3S)-3-((5-ethynylpyrimidin-2-yl)amino)cyclopentyl)amino)-5'-fluoro-2H-[1,3'-bipyridine]-2-one C(#C)C=1C=NC(=NC1)N[C@@H]1C[C@H](CC1)NC1=C(C=C(C=N1)N1C(C=CC=C1)=O)F